1-[6-(4-chloroanilino)-2-methyl-5-nitro-pyrimidin-4-yl]-4-methyl-piperidine-4-carboxamide ClC1=CC=C(NC2=C(C(=NC(=N2)C)N2CCC(CC2)(C(=O)N)C)[N+](=O)[O-])C=C1